iridium (III) bis(4',6'-difluorophenylpyridine) tetrakis(1-pyrazolyl)borate methyl-6-(3-bromophenyl)-2,2,6-trimethyl-7-(2-methylhydrazineyl)-7-oxoheptanoate COC(C(CCCC(C(=O)NNC)(C)C1=CC(=CC=C1)Br)(C)C)=O.N1(N=CC=C1)[B-](N1N=CC=C1)(N1N=CC=C1)N1N=CC=C1.FC1=CC=C(C(=C1)F)C1=NC=CC=C1.FC1=CC=C(C(=C1)F)C1=NC=CC=C1.[Ir+3].N1(N=CC=C1)[B-](N1N=CC=C1)(N1N=CC=C1)N1N=CC=C1.N1(N=CC=C1)[B-](N1N=CC=C1)(N1N=CC=C1)N1N=CC=C1